C(C)(C)(C)OC(=O)N1CCC(CC1)C(O)C1=C(C=CC=C1)S(=O)(=O)CC 4-[(2-ethylsulfonylphenyl)-hydroxy-methyl]Piperidine-1-carboxylic acid tert-butyl ester